COC(=O)N1C=NC(=C1C(F)(F)F)B(O)O (1-(methoxycarbonyl)-5-(trifluoromethyl)-1H-imidazol-4-yl)boronic acid